ethyl 3-(2-(7-chloro-1-oxo-2-((2-(trimethylsilyl)ethoxy)methyl)-1,2-dihydrophthalazin-5-yl)ethoxy)propanoate ClC1=CC(=C2C=NN(C(C2=C1)=O)COCC[Si](C)(C)C)CCOCCC(=O)OCC